pyrrolo[1,2-c]pyrimidine-1-nitrile C1(=NC=CC=2N1C=CC2)C#N